3-[4-(benzimidazol-1-ylmethyl)-3-chloro-phenyl]-5-(trifluoromethyl)-1,2,4-oxadiazole N1(C=NC2=C1C=CC=C2)CC2=C(C=C(C=C2)C2=NOC(=N2)C(F)(F)F)Cl